(R)-N-methyl-2-nitro-N-(7-(trifluoromethyl)-1,2,3,4-tetrahydroquinolin-4-yl)benzenesulfonamide CN(S(=O)(=O)C1=C(C=CC=C1)[N+](=O)[O-])[C@@H]1CCNC2=CC(=CC=C12)C(F)(F)F